1-[2-[1-(Cyclopropylmethyl)-5-methyl-pyrazol-4-yl]-6-[5-[(6-methylpyridazin-3-yl)amino]benzimidazol-1-yl]-3-pyridinyl]ethanol C1(CC1)CN1N=CC(=C1C)C1=NC(=CC=C1C(C)O)N1C=NC2=C1C=CC(=C2)NC=2N=NC(=CC2)C